1-(4-piperidyl)-6-tetrahydropyran-4-yloxy-3H-imidazo[4,5-b]pyridin-2-one, hydrochloride Cl.N1CCC(CC1)N1C(NC2=NC=C(C=C21)OC2CCOCC2)=O